4-[1-[4-(difluoromethoxy)phenyl]-5-methyl-pyrazol-3-yl]piperidine FC(OC1=CC=C(C=C1)N1N=C(C=C1C)C1CCNCC1)F